C(C)(C)C1=C(C=CC=C1)C1CN(CCN1)CC=1C=C2C=CC(OC2=C(C1)OC)(C)C 3-(2-isopropylphenyl)-1-((8-methoxy-2,2-dimethyl-2H-chromen-6-yl)methyl)piperazine